1-Ethyl 4-[6-(1-hydroxy-1-methyl-ethyl)-5-[[6-(trifluoromethyl)pyridine-2-carbonyl]amino]indazol-1-yl]cyclohexanecarboxylate OC(C)(C)C1=C(C=C2C=NN(C2=C1)C1CCC(CC1)C(=O)OCC)NC(=O)C1=NC(=CC=C1)C(F)(F)F